2,6-bis(iodoethynyl)pyridine IC#CC1=NC(=CC=C1)C#CI